1-(4-(3-(3,4-Dimethoxyphenyl)-2-methyl-1H-pyrrolo[2,3-c]pyridin-5-yl)piperidin-1-yl)-3-(pyrrolidin-1-yl)propan-1-on COC=1C=C(C=CC1OC)C1=C(NC2=CN=C(C=C21)C2CCN(CC2)C(CCN2CCCC2)=O)C